C(CCCCCCCCCCCCCCC)(=O)OCC(OC(CCCCCCCCCCCCCCC)=O)COP(=O)(O)OCCN 1,2-bis(hexadecanoyl)-glycero-3-phosphoethanolamine